2-(4-(N-(piperidin-4-yl)sulfamoyl)phenyl)cyclopropane-1-carboxamide dihydrochloride Cl.Cl.N1CCC(CC1)NS(=O)(=O)C1=CC=C(C=C1)C1C(C1)C(=O)N